2-((tert-butoxycarbonyl)(methyl)amino)-3-(4-(tert-butoxycarbonyl)phenyl)-3-methylbutanoic acid C(C)(C)(C)OC(=O)N(C(C(=O)O)C(C)(C)C1=CC=C(C=C1)C(=O)OC(C)(C)C)C